C(C)(C)(C)OC(=O)NCC(CN1[N+](=CC=C1)C)O 1-(3-((tert-butoxycarbonyl)amino)-2-hydroxypropyl)-2-methyl-1H-pyrazol-2-ium